CC1(OC(C2C(O1)CCC2)=O)C 2,2-dimethyltetrahydro-4H-cyclopenta[d][1,3]dioxin-4-one